6-(5-((2,2-dioxido-2-thia-6-azaspiro[3.3]heptan-6-yl)methyl)-2-methoxybenzamido)-2,2-difluoro-N-(4-fluoro-3-(trifluoromethyl)phenyl)benzo[d][1,3]dioxole-5-carboxamide O=S1(CC2(C1)CN(C2)CC=2C=CC(=C(C(=O)NC=1C(=CC3=C(OC(O3)(F)F)C1)C(=O)NC1=CC(=C(C=C1)F)C(F)(F)F)C2)OC)=O